tert-butyl (1-azido-15-{2-[(tert-butoxycarbonyl)amino]ethyl} 11-oxo-3,6,9-trioxa-12,15-diazaheptadecan-17-yl)carbamate N(=[N+]=[N-])CCOCCOCCOCC(NCCN(CCNC(OC(C)(C)C)=O)CCNC(=O)OC(C)(C)C)=O